FC1=C(C=C2C=CC=NC2=C1)C(C)N1C=NC=2C1=NC(=CN2)C=2C=NC1=CC=CC=C1C2 7-fluoro-6-(1-(6-(quinolin-3-yl)-imidazo[4,5-b]pyrazin-1-yl)-ethyl)-quinoline